N-phenethyl-1-{3-fluoro-4-[6-methoxy-7-(3-morpholinopropoxy)quinolin-4-yloxy]phenyl}-4-methyl-6-oxo-1,6-dihydropyridazine-3-carboxamide C(CC1=CC=CC=C1)NC(=O)C1=NN(C(C=C1C)=O)C1=CC(=C(C=C1)OC1=CC=NC2=CC(=C(C=C12)OC)OCCCN1CCOCC1)F